1-bromo-4-(bromomethyl)-2-methoxybenzene BrC1=C(C=C(C=C1)CBr)OC